CN(C)CC=1C(=CC=C2C(C(=COC12)C1=CC=C(C=C1)OC)=O)O 8-[(N,N-dimethylamino)methyl]-7-hydroxy-3-(4-methoxyphenyl)-4H-chromen-4-one